C(C)C1=CC(=C(C=C1)C1=CC=CC=C1)F 4-ethyl-2-fluoro-1,1'-biphenyl